N-((S)-4-methyl-1-oxo-1-(((S)-3-oxo-1-((S)-2-oxopyrrolidin-3-yl)-4-(trifluoromethoxy)butan-2-yl)amino)pentan-2-yl)-5-(pyridin-2-yl)isoxazole-3-carboxamide CC(C[C@@H](C(N[C@@H](C[C@H]1C(NCC1)=O)C(COC(F)(F)F)=O)=O)NC(=O)C1=NOC(=C1)C1=NC=CC=C1)C